N[C@@H](C(=O)N[C@H](C(=O)N[C@@H](CCCCN)C1=NC(=NO1)CC1CCCCC1)CC1=C(C=C(C=C1C)O)C)CCCN1C(=NC=C1)N (R)-2-amino-N-((S)-1-(((S)-5-amino-1-(3-(cyclohexylmethyl)-1,2,4-oxadiazol-5-yl)pentyl)amino)-3-(4-hydroxy-2,6-dimethylphenyl)-1-oxopropan-2-yl)-5-(2-amino-1H-imidazol-1-yl)pentanamide